C1(CC1)C(C(=O)NC1=C(C=CC=C1)C)N1C=2C(=CC=C1)N=C(N2)SCC2=CC=C(C=C2)F 2-cyclopropyl-2-(2-((4-fluorobenzyl)thio)-4H-imidazo[4,5-b]pyridin-4-yl)-N-(o-tolyl)acetamide